OC[C@H]1OCC2(CCO2)CN(C1)C(=O)OC(C)(C)C tert-butyl (7S)-7-(hydroxymethyl)-1,6-dioxa-9-azaspiro[3.6]decane-9-carboxylate